2-ethyl-5-(4-methylphenyl)[1,2,4]triazolo[1,5-a]pyrimidin-7(4H)-one C(C)C1=NN2C(NC(=CC2=O)C2=CC=C(C=C2)C)=N1